[Si](C)(C)(C(C)(C)C)O[C@@H]1C(N(CCC1)CCNC(OC(C)(C)C)=O)=O tert-butyl (S)-(2-(3-((tert-butyldimethylsilyl)oxy)-2-oxopiperidin-1-yl)ethyl)carbamate